trans-N-feruloyl-tyramine C(\C=C\C1=CC(OC)=C(O)C=C1)(=O)NCCC1=CC=C(C=C1)O